O=C1NC(CCC1N1C(N(C2=C1C=CC(=C2)O[C@@H]2C[C@@H](NC2)C(=O)O)C)=O)=O (2R,4R)-4-[1-(2,6-Dioxo-3-piperidyl)-3-methyl-2-oxo-benzimidazol-5-yl]oxypyrrolidine-2-carboxylic acid